ClC1=CC=C(C=C1)C(C(=O)O)CC1(COC1)[N+](=O)[O-] 2-(4-chlorophenyl)-3-(3-nitrooxetan-3-yl)propionic acid